ClC1=NC=C(C(=N1)NC1=C(C(=O)NC)C=CC=C1)Cl 2-((2,5-dichloropyrimidin-4-yl)amino)-N-methylbenzamide